1-dimethylamino-3-phenylbut-3-ene CN(CCC(=C)C1=CC=CC=C1)C